C=C(C)C1=C(C=CC=C1)[C@H]1N(CCC1)C1CC2(C1)CCN(CC2)C(=O)OC(C)(C)C tert-butyl 2-[(2S)-2-[2-(prop-1-en-2-yl)phenyl]pyrrolidin-1-yl]-7-azaspiro[3.5]nonane-7-carboxylate